1,1'-(propane-1,3-diyl)bis(1H-pyrrole-2,5-dione) C(CCN1C(C=CC1=O)=O)N1C(C=CC1=O)=O